FC(C1=CC=C(C=C1)C=1C(=CC=C(C1)NS(=O)(=O)CCO)C(=O)NC1=CC(=CC=C1)N1CCC(CC1)(F)F)F 4'-(difluoromethyl)-N-(3-(4,4-difluoropiperidin-1-yl)phenyl)-5-((2-hydroxyethyl)sulfonamido)-[1,1'-biphenyl]-2-carboxamide